BrC1=C(C(=C2C(=NC(=NC2=C1F)Cl)O)OC[C@@H]1CN(CCN1)C(=O)OC(C)(C)C)Cl tert-butyl (S)-3-(((7-bromo-2,6-dichloro-8-fluoro-4-hydroxyquinazolin-5-yl)oxy)methyl)piperazine-1-carboxylate